2-Ethoxy-6-(4-methoxyphenyl)-5-(phenylselanyl)-3,4-dihydro-1,2-oxaphosphinin 2-oxide C(C)OP1(OC(=C(CC1)[Se]C1=CC=CC=C1)C1=CC=C(C=C1)OC)=O